tert-Butyl 4-(5-methoxy-4-methylpyrimidin-2-yl)piperazine-1-carboxylate COC=1C(=NC(=NC1)N1CCN(CC1)C(=O)OC(C)(C)C)C